[C@]1([C@H](O)[C@H](O)[C@@H](CO)O1)(N1C=NC=2C(N)=NC=NC12)C=O Adenosin-Al